O.O.P(=O)([O-])([O-])[O-].[Fe+3].[Na] sodium ferric phosphate dihydrate